3-((S)-1-(8-amino-1-methylimidazo[1,5-a]pyrazin-3-yl)ethyl)-5-chloro-6-fluoro-N-((trans)-3-hydroxycyclobutyl)-2-isopropoxybenzamide NC=1C=2N(C=CN1)C(=NC2C)[C@@H](C)C=2C(=C(C(=O)N[C@@H]1C[C@H](C1)O)C(=C(C2)Cl)F)OC(C)C